2,4-dimethyl-3-thienyl triflate O(S(=O)(=O)C(F)(F)F)C1=C(SC=C1C)C